C(CCCCC)OC(CCC(=O)OCCCCCC(CCCCCOC(CCC(OCCCCCC)OCCCCCC)=O)NCC1CCN(CC1)C)OCCCCCC 6-(((1-methylpiperidin-4-yl)methyl)amino)undecane-1,11-diyl bis(4,4-bis(hexyloxy)butanoate)